(6aS,8R)-8-methyl-5-(4-(trifluoromethyl)phenyl)-6,6a,7,8,9,10-hexahydro-5H-pyrido[1,2-a]quinoxaline-8-carboxylic acid C[C@@]1(C[C@@H]2N(C=3C=CC=CC3N(C2)C2=CC=C(C=C2)C(F)(F)F)CC1)C(=O)O